lithium azepane N1CCCCCC1.[Li]